9-methyl-9H-carbazole-3-carboxamide CN1C2=CC=CC=C2C=2C=C(C=CC12)C(=O)N